ClC1=NC=2C(=C(C(=C3C2C(=N1)N(CCO3)[C@H](C)C=3C(=NC=CC3)N)Cl)C=3C(=CC=C1C=NN(C31)C)F)F 3-((1R)-1-(2,8-dichloro-10-fluoro-9-(6-fluoro-1-methyl-1H-indazol-7-yl)-5,6-dihydro-4H-[1,4]oxazepino[5,6,7-de]quinazolin-4-yl)ethyl)pyridin-2-amine